(S)-N-((4-carbamimidoylthiophen-2-yl)ethyl)-7-((4-phenoxybutanoyl)-glycyl)-1,4-dioxa-7-azaspiro[4.4]nonane-8-carboxamide C(N)(=N)C=1C=C(SC1)CCNC(=O)[C@H]1N(CC2(OCCO2)C1)C(CNC(CCCOC1=CC=CC=C1)=O)=O